COC(=O)N1C(/C(/CC1)=C/C#CC1=NC(=CC=C1)NC)(C)C.C(CCC(=O)[O-])(=O)[O-].[Na+].[Na+] Natrium Succinat methyl-(3E)-2,2-dimethyl-3-{3-[6-(methylamino)pyridin-2-yl]prop-2-yn-1-ylidene}pyrrolidine-1-carboxylate